FC1=C(C=C(C=C1)NC(=O)C1=C(N(C(=C1C)C(C(NC1CC(NCC1)=O)=O)=O)C)C)C N-(4-fluoro-3-methylphenyl)-1,2,4-trimethyl-5-(2-oxo-2-((2-oxopiperidin-4-yl)amino)acetyl)-1H-pyrrole-3-carboxamide